C(C)(C)(C)OC(=O)N1C(CN(CC1)CCOC1=C(C=C(C=C1)NC1(CCC1)C#N)CC)C 4-(2-(4-((1-cyanocyclobutyl)amino)-2-ethylphenoxy)ethyl)-2-methylpiperazine-1-carboxylic acid tert-butyl ester